C(C)OC(=O)C=1NC(=C(C1)OC(C)C1=C(C=CC=C1Cl)Cl)C(NC)=O.BrCCOCC(O[Si](CC)(CC)CC)OCC (2-(2-Bromoethoxy)-1-ethoxyethoxy)triethylsilane ethyl-4-(1-(2,6-dichlorophenyl)ethoxy)-5-(methylcarbamoyl)-1H-pyrrole-2-carboxylate